FC(C(=O)[O-])=C.[Ca+2].FC(C(=O)[O-])=C Calcium 2-Fluoroacrylat